2-(2-benzothiazolylthio)ethanol S1C(=NC2=C1C=CC=C2)SCCO